(5R,6S)-5-(4-(4-(dimethoxymethyl)piperidin-1-yl)phenyl)-6-(4-fluorophenyl)-5,6,7,8-tetrahydronaphthalene-2-ol COC(C1CCN(CC1)C1=CC=C(C=C1)[C@@H]1C=2C=CC(=CC2CC[C@@H]1C1=CC=C(C=C1)F)O)OC